(1-(5-methyl-4-(tetrahydrofuran-3-yl)thiazol-2-yl)-1H-pyrrolo[3,2-c]pyridin-6-yl)acetamide CC1=C(N=C(S1)N1C=CC=2C=NC(=CC21)CC(=O)N)C2COCC2